Ethyl 4-((ethylamino) methyl)-benzoate C(C)NCC1=CC=C(C(=O)OCC)C=C1